(1S,2R)-7-fluoro-2,3-dihydro-1H-inden FC=1C=CC=C2CCCC12